C(C)(C)(C)N(C(O)=O)CCOCCNC1=C(C=CC=C1)[N+](=O)[O-].ClC1=NC2=CC(=CC=C2C(=N1)C)C(F)(F)F 2-chloro-4-methyl-7-(trifluoromethyl)quinazoline tert-butyl-(2-(2-((2-nitrophenyl)amino)ethoxy)ethyl)carbamate